ClC1=CC=C2C=CNC2=C1Cl 6,7-dichloro-1H-indol